Ethyl 3-(8-fluoro-1,2,3,4-tetrahydroisoquinolin-6-yl)propanoate hydrochloride Cl.FC=1C=C(C=C2CCNCC12)CCC(=O)OCC